methyl-folic acid CC(C(=O)O)C[C@@H](C(=O)O)NC(=O)C1=CC=C(NCC2=CN=C3N=C(N)NC(=O)C3=N2)C=C1